ClC1=CC=C(C=C1)C1=CC=C2C(=N1)SC(=N2)N 5-(4-chlorophenyl)thiazolo[5,4-b]pyridin-2-amine